C(CCC)OC(=O)N1CCN(CC1)C1=NC=C(C=N1)OC1=NC(=CC(=C1)C(=O)OC)C1=CC(=CC(=C1)F)Cl.NCC(=O)NC(C)(C)C1=C(C(=CC=C1)Cl)F 2-amino-N-(2-(3-chloro-2-fluorophenyl)propan-2-yl)acetamide butyl-4-(5-((6-(3-chloro-5-fluorophenyl)-4-(methoxycarbonyl)pyridin-2-yl)oxy)pyrimidin-2-yl)piperazine-1-carboxylate